tert-butyl 4-(3,8-dimethyl-6-oxo-5,6-dihydropyrido[2,3-b]pyrazin-7-yl)piperazine-1-carboxylate CC1=CN=C2C(=N1)NC(C(=C2C)N2CCN(CC2)C(=O)OC(C)(C)C)=O